N-(2-amino-1-(3-chloro-5-fluorophenyl)ethyl)-1-(5-methyl-2-((tetrahydro-2H-pyran-4-yl)amino)pyrimidin-4-yl)-1H-imidazole-4-carboxamide, L-mandelic acid salt C([C@@H](O)C1=CC=CC=C1)(=O)O.NCC(C1=CC(=CC(=C1)F)Cl)NC(=O)C=1N=CN(C1)C1=NC(=NC=C1C)NC1CCOCC1